Tert-butyl 4-(((N-(tert-butoxycarbonyl) sulfamoyl) amino) methyl)-4-fluoroazepane-1-carboxylate C(C)(C)(C)OC(=O)NS(=O)(=O)NCC1(CCN(CCC1)C(=O)OC(C)(C)C)F